4-[5-[(1S)-2-amino-1-fluoroethyl]pyridin-2-yl]-3-[5-(diethylamino)-2-methylpyrazol-3-yl]oxybenzonitrile NC[C@@H](F)C=1C=CC(=NC1)C1=C(C=C(C#N)C=C1)OC=1N(N=C(C1)N(CC)CC)C